C1(=CC=CC=C1)N1C(=NC(=C1)C(=O)N1CC(NCC1)=O)C1=CC=CC=C1 4-(1,2-diphenyl-1H-imidazole-4-carbonyl)piperazin-2-one